3-cyclopropyl-N,N-dimethyl-4-(3-methyl-4-(methylsulfonyl)phenyl)-1H-pyrazolo[3,4-c]pyridine-5-carboxamide C1(CC1)C1=NNC2=CN=C(C(=C21)C2=CC(=C(C=C2)S(=O)(=O)C)C)C(=O)N(C)C